The molecule is an S-acyl-4-phosphopantetheine obtained by deprotonation of the phosphate OH groups of S-dodecanoyl-4'-phosphopantetheine; major species at pH 7.3. It is a conjugate base of a S-dodecanoyl-4'-phosphopantetheine. CCCCCCCCCCCC(=O)SCCNC(=O)CCNC(=O)[C@@H](C(C)(C)COP(=O)([O-])[O-])O